(S)-2-(2-((4-amino-6-methyl-5-(4-phenoxyphenyl)-7H-pyrrolo[2,3-d]pyrimidin-7-yl)methyl)pyrrolidine-1-carbonyl)-3-cyclopropylacrylonitrile NC=1C2=C(N=CN1)N(C(=C2C2=CC=C(C=C2)OC2=CC=CC=C2)C)C[C@H]2N(CCC2)C(=O)C(C#N)=CC2CC2